(3S,3aR)-1-chloro-3-(diphenyl-methyl)tetrahydro-1H,3H-pyrrolo[1,2-c][1,3,2]oxazaphosphole ClP1O[C@H]([C@@H]2N1CCC2)C(C2=CC=CC=C2)C2=CC=CC=C2